NC1=CC(=C2N(CCCCCCC(C3=NN=C(C1=N2)O3)(C(F)(F)F)O)CC(=O)OCC)C(F)(F)F Ethyl 2-[17-amino-6-hydroxy-6,15-bis(trifluoromethyl)-19-oxa-3,4,13,18-tetrazatricyclo[12.3.1.12,5]nonadeca-1(18),2,4,14,16-pentaen-13-yl]acetate